1-thia-4-azabicyclo[3.2.2]nonan-1-ium trifluoromethanesulfonate FC(S(=O)(=O)[O-])(F)F.[S+]12CCNC(CC1)CC2